S(=O)(=O)=C1CC=C(C=C1)C([TeH])C 1-sulfonyl-4-(methylhydrotelluro-methyl)benzene